uranium-radium radon N-(4-fluoro-[1,1'-biphenyl]-3-yl)-1H-imidazole-2-carboxamide FC1=C(C=C(C=C1)C1=CC=CC=C1)NC(=O)C=1NC=CN1.[Rn].[Ra].[U]